2-cyclopropyl-3,4-dioxan C1(CC1)C1CCCOO1